CC=1C=C2C(C=C(OC2=C(C1)C(C)NC1=C(C(=O)O)C=CC=C1)N1CCCC1)=O [1-(6-methyl-4-oxo-2-pyrrolidin-1-yl-chromen-8-yl)ethylamino]benzoic acid